(Z)-2-(5-cyclohexyl-2-methyl-phenoxy)-3-hydroxy-prop-2-enoate C1(CCCCC1)C=1C=CC(=C(O\C(\C(=O)[O-])=C/O)C1)C